BrC1=CC=C(C=C1)N1C=CC=C1 1-(4-bromophenyl)pyrrole